N1,N1-dimethyl-N4-(2-(methylamino)phenyl)benzene-1,4-disulfonamide CN(S(=O)(=O)C1=CC=C(C=C1)S(=O)(=O)NC1=C(C=CC=C1)NC)C